2-fluoro-4-(methoxymethyl)benzonitrile FC1=C(C#N)C=CC(=C1)COC